ClC1=C(C=CC(=C1)Cl)[C@@H](C)N1N=C(C=2C1=NC(=CN2)N2CC(C2)[C@@H]2CN(CCC2)CCO)C(F)(F)F 2-((R)-3-(1-(1-((R)-1-(2,4-Dichlorophenyl)ethyl)-3-(trifluoromethyl)-1H-pyrazolo[3,4-b]pyrazin-6-yl)azetidin-3-yl)piperidin-1-yl)ethan-1-ol